methoxy-benzyl bromide COC(C1=CC=CC=C1)Br